3'-(dibenzothiophen-4-yl)biphenyl C1=CC=C(C=2SC3=C(C21)C=CC=C3)C=3C=C(C=CC3)C3=CC=CC=C3